(S)-5-(tert-butoxycarbonyl)-1-methyl-1,4,5,6-tetrahydropyrrolo[3,4-c]pyrazole-4-carboxylic acid C(C)(C)(C)OC(=O)N1CC=2N(N=CC2[C@H]1C(=O)O)C